[Ag].[Cd] cadmium-silver